ethyl (E)-3-(3-(1-hydroxycyclobutyl)-1,2,4-oxadiazol-5-yl)acrylate OC1(CCC1)C1=NOC(=N1)/C=C/C(=O)OCC